N-([1,1'-biphenyl]-2-yl)dibenzo[b,d]furan-3-amine C1(=C(C=CC=C1)NC=1C=CC2=C(OC3=C2C=CC=C3)C1)C1=CC=CC=C1